N1C(=NC2=C1C=CC=C2)[C@H](C)NC([C@H](CC(=O)N2[C@H](CCCC2)CC)NC(CCC(C)(C)C)=O)=O N-((S)-1-(((S)-1-(1H-Benzo[d]imidazol-2-yl)ethyl)amino)-4-((S)-2-ethylpiperidin-1-yl)-1,4-dioxobutan-2-yl)-4,4-dimethylpentanamide